[Cl-].CN(S(=O)(=O)C1CC[NH2+]CC1)C N,N-dimethylpiperidin-1-ium-4-sulfonamide chloride